bis(2,3-dimercaptopropyl) thiodiglycolate bis(2,3-dimercaptopropionate) SC(C(=O)O)CS.SC(C(=O)O)CS.C(COCC(=O)OCC(CS)S)(=S)OCC(CS)S